2-(2,6-dioxopiperidin-3-yl)-5-(((R)-pyrrolidin-3-yl)methoxy)isoindoline-1,3-dione hydrochloride Cl.O=C1NC(CCC1N1C(C2=CC=C(C=C2C1=O)OC[C@H]1CNCC1)=O)=O